1-{6-[(4,4-dimethylpentanoyl)amino]pyridin-3-yl}-N-(4-fluorophenyl)cyclobutane-1-carboxamide CC(CCC(=O)NC1=CC=C(C=N1)C1(CCC1)C(=O)NC1=CC=C(C=C1)F)(C)C